N[C@H](C)C=1C(=NC=CN1)N1N=CC(=C1)C(=O)OCC |r| Ethyl (rac)-1-{3-[1-aminoethyl] pyrazin-2-yl}-1H-pyrazole-4-carboxylate